C[C@@]1([C@@H]([C@@H]([C@H](O1)CS)O)O)N2C=NC3=C(N=CN=C32)N methyl-5'-thioadenosine